3-(4-(5-chloro-3-fluoropyridin-2-yl)-3,6-dioxo-1-(4-(trifluoromethyl)benzyl)piperazin-2-yl)-N-methylazetidine-1-carboxamide ClC=1C=C(C(=NC1)N1C(C(N(C(C1)=O)CC1=CC=C(C=C1)C(F)(F)F)C1CN(C1)C(=O)NC)=O)F